C(C)OC(=O)[C@@H]1OC[C@](CC1)(O)CN=[N+]=[N-] trans-5-(azidomethyl)-5-hydroxytetrahydro-2H-pyran-2-carboxylic acid ethyl ester